[NH4+].[Br-].C(CCCCCCCCCCCCCCC)[N+](C)(C)C.[Br-] cetyltrimethylammonium bromide ammonium salt